N1C(N=CC=C1)=O [1h]-pyrimidinone